(1-(3-(5-hydroxypyrimidin-2-yl)benzyl)-6-oxo-1,6-dihydropyridazin-3-yl)benzonitrile OC=1C=NC(=NC1)C=1C=C(CN2N=C(C=CC2=O)C2=C(C#N)C=CC=C2)C=CC1